C(\C(\C)=C/C(=O)[O-])(=O)[O-].C[N+](C)(C)C.C[N+](C)(C)C ditetramethyl-ammonium citraconate